CC(=O)NCC1CNCCO1 N-(morpholin-2-ylmethyl)acetamide